C(C(C)C)(=O)OC(C)OC(=O)NCC#CC1=C(C(=O)O)C=CC=C1.COC1=C(C=C(N)C=C1)CC1=CC=C(C=C1)C(F)(F)F 4-methoxy-3-(4-(trifluoromethyl)benzyl)aniline 2-(3-(((1-(isobutyryloxy)ethoxy)carbonyl)amino)prop-1-yn-1-yl)benzoate